O1CCN(CC1)C1=C2C(=NC(=C1)N1N=C(C=C1)C=1C=C(C=CC1)C)C=C(O2)C(=O)O 7-morpholino-5-(3-(m-tolyl)-1H-pyrazol-1-yl)furo[3,2-b]pyridine-2-carboxylic acid